Cl.N[C@@H](CC(C)C)C(=O)N1[C@@H]([C@H]2C([C@H]2C1)(C)C)C(=O)O (1R,2S,5S)-3-(L-leucyl)-6,6-dimethyl-3-azabicyclo[3.1.0]hexane-2-carboxylic acid hydrochloride